4-fluoro-4'-acryloxybenzophenone FC1=CC=C(C(=O)C2=CC=C(C=C2)OC(C=C)=O)C=C1